3,5-dichlorobenzyl 4-(3-((1H-1,2,3-triazol-5-yl)methoxy)phenyl)-[1,4'-bipiperidine]-1'-carboxylate N1N=NC=C1COC=1C=C(C=CC1)C1CCN(CC1)C1CCN(CC1)C(=O)OCC1=CC(=CC(=C1)Cl)Cl